FC1=C(C(=C(C(=C1[B-](C1=C(C(=C(C(=C1F)F)F)F)F)(C1=C(C(=C(C(=C1F)F)F)F)F)C1=C(C(=C(C(=C1F)F)F)F)F)F)F)F)F.C[NH+](CCCCCCCCCCCCCC)CCCCCCCCCCCCCC methylbistetradecylammonium tetrakis(pentafluorophenyl)borate